FC1=CC=C(CNC2=NC(=C3NC=NC3=N2)O)C=C1 2-(4-fluorobenzylamino)-6-hydroxypurine